NC=1C=C(CNC(=O)N2CCC3(NC4=CC=C(C=C4C(C3)O)F)CC2)C=CC1F N-(3-amino-4-fluorobenzyl)-6'-fluoro-4'-hydroxy-3',4'-dihydro-1'H-spiro[piperidine-4,2'-quinoline]-1-carboxamide